2,7-dichloro-9-methyl-4H-chromeno[3,4-d]thiazole ClC=1SC2=C(N1)COC=1C=C(C=C(C12)C)Cl